OC12CC3C(C(CC(C1)C3)C2)C2=CB(OC=3C2=C2C(=NC3)N(C=C2)[Si](C(C)C)(C(C)C)C(C)C)O 9-(5-hydroxyadamantan-2-yl)-3-(triisopropylsilyl)-[1,2]oxaborinino[5,6-d]pyrrolo[2,3-b]pyridine-7(3H)-ol